4-(3-bromophenyl)methylene-2,6-di-tert-butyl-2,5-Cyclohexadien-1-one BrC=1C=C(C=CC1)C=C1C=C(C(C(=C1)C(C)(C)C)=O)C(C)(C)C